2-ethyl-N-methyl-N-phenyl-1,2,3,4-tetrahydroisoquinolin-7-amine hydrochloride Cl.C(C)N1CC2=CC(=CC=C2CC1)N(C1=CC=CC=C1)C